2-[[5-[5-chloro-4-iodo-6-[(3R)-3-methylmorpholin-4-yl]pyrazolo[3,4-b]pyridin-1-yl]pyrazol-1-yl]methoxy]ethyl-trimethyl-silane ClC=1C(=C2C(=NC1N1[C@@H](COCC1)C)N(N=C2)C2=CC=NN2COCC[Si](C)(C)C)I